2-methoxy-3-(1-methyl-1H-pyrazol-3-yl)propan-1-ol COC(CO)CC1=NN(C=C1)C